5-((2R,6S)-2,6-dimethylmorpholino)-2-((3-(5-fluoro-6-methylpyridin-3-yl)-5-methylisoxazol-4-yl)methyl)pyridazin-3(2H)-one C[C@H]1O[C@H](CN(C1)C1=CC(N(N=C1)CC=1C(=NOC1C)C=1C=NC(=C(C1)F)C)=O)C